2-chloro-7-methyl-9-((1-(1-methyl-4-(trifluoromethyl)-1H-imidazol-2-yl)piperidin-4-yl)methyl)-7H-purin-8(9H)-imine ClC1=NC=C2N(C(N(C2=N1)CC1CCN(CC1)C=1N(C=C(N1)C(F)(F)F)C)=N)C